2-((6,6-dimethyl-4,5,6,7-tetrahydrobenzo[d]thiazol-2-yl)amino)-N-(2-(2-hydroxyethoxy)ethyl)-1-methyl-1H-benzo[d]imidazole-5-carboxamide CC1(CC2=C(N=C(S2)NC2=NC3=C(N2C)C=CC(=C3)C(=O)NCCOCCO)CC1)C